NCC1(CCC2=CC=CC=C12)O 1-(aminomethyl)-2,3-dihydro-1H-inden-1-ol